BrC1=CC(=C(C=C1)CO)C (4-bromo-2-methylphenyl)methanol